C(C)(C)(C)OC(=O)C(CS)N 2-tert-butoxycarbonyl-aminoethyl mercaptan